FC(OC=1C=C(C=CC1)N1C(N(C2=C1C=CC(=C2)C(=O)[O-])C(C)C)=O)F 1-(3-(difluoromethoxy)phenyl)-3-isopropyl-2-oxo-2,3-dihydro-1H-benzo[d]imidazole-5-carboxylate